ClC1=C(C(=CC=C1)F)N1C(C2=CC=CC=C2C(C1)C(=C)C)=O 2-(2-chloro-6-fluorophenyl)-4-(prop-1-en-2-yl)-3,4-dihydroisoquinolin-1(2H)-one